3-(2,2,2-trifluoroethanesulfonyl)benzoic acid FC(CS(=O)(=O)C=1C=C(C(=O)O)C=CC1)(F)F